NC1=NC=C(C=C1O[C@H](C)C=1C=C(C=CC1)NC(=O)C=1C=CC2=C(CCO2)C1)C=1C=NN(C1)C (R)-N-(3-(1-((2-amino-5-(1-methyl-1H-pyrazol-4-yl)pyridin-3-yl)oxy)ethyl)phenyl)-2,3-dihydrobenzofuran-5-carboxamide